(S)-1'-(8-((2-amino-3-chloropyridin-4-yl)thio)-2,7-dimethylimidazo[1,2-c]pyrimidin-5-yl)-1,3-dihydrospiro[inden-2,4'-piperidin]-1-amine NC1=NC=CC(=C1Cl)SC=1C=2N(C(=NC1C)N1CCC3(CC1)[C@@H](C1=CC=CC=C1C3)N)C=C(N2)C